(R)-1-(5-(6-chloro-7-fluoro-5-methoxy-1-methyl-3-(1H-pyrazol-4-yl)-1H-indol-2-yl)-4H-1,2,4-triazol-3-yl)-2-methoxy-N,N-dimethylethan-1-amine ClC1=C(C=C2C(=C(N(C2=C1F)C)C=1NC(=NN1)[C@H](COC)N(C)C)C=1C=NNC1)OC